(E)-1-((1R,5S,6r)-6-(1H-1,2,3-triazol-5-yl)-3-azabicyclo[3.1.0]hexan-3-yl)-3-(2-((2,3-dihydro-1H-inden-2-yl)amino)pyrimidin-5-yl)prop-2-en-1-one N1N=NC=C1C1[C@H]2CN(C[C@@H]12)C(\C=C\C=1C=NC(=NC1)NC1CC2=CC=CC=C2C1)=O